1-oxo-3,4-dihydro-2H-isoquinoline-7-carbonitrile O=C1NCCC2=CC=C(C=C12)C#N